(Z)-2-(3-(4-bromophenyl)-4-phenyl-N'-((4-(trifluoromethyl)phenyl)sulfonyl)-1,4,5,6-tetrahydropyridazine-1-carboximidamido)-3-methylbutanamide BrC1=CC=C(C=C1)C1=NN(CCC1C1=CC=CC=C1)\C(\NC(C(=O)N)C(C)C)=N/S(=O)(=O)C1=CC=C(C=C1)C(F)(F)F